NC1=C(CN[C@@H]2C[C@@H](CC2)C(=O)NC2=CC(=C(C=C2)C)OC)C=CC=C1 (1R,3S)-3-(2-aminobenzylamino)-N-(3-methoxy-4-methylphenyl)cyclopentanecarboxamide